dioxa-1,8-octane-dithiol C(CCCS)CCOOS